FC=1C=C(C=CC1)S(=O)(=O)C1CNC2=C(O1)C(=CN=C2)C2=CC=C(C#N)C=C2 4-((3-fluorobenzenesulfonyl)-3,4-dihydro-2H-pyrido[4,3-b][1,4]oxazin-8-yl)benzonitrile